C(C)(C)OC1=CC=C(C=C1)N([C@@H](CC1=CC=CC=C1)C(=O)O)C1=CC=CC=C1 4-isopropoxyphenylphenylphenylalanine